ClC1=C(C=CC=C1)S(=O)(=O)NC1=C(C=C(C=C1)C=1C=C(C=2N=C(N=CC2N1)N[C@@H]1CN(C[C@H](C1)F)C(=O)OC(C)(C)C)CC)F (3S,5S)-tert-Butyl 3-((6-(4-(2-chlorophenylsulfonamido)-3-fluorophenyl)-8-ethylpyrido[3,2-d]pyrimidin-2-yl)amino)-5-fluoropiperidine-1-carboxylate